isoquinolin-3-yl carbamate C(N)(OC=1N=CC2=CC=CC=C2C1)=O